CC1(CC=CN1)C 5,5-dimethyl-pyrroline